C(=C)OC(=O)SCCC[Si](O[Si](C)(C)C)(O[Si](C)(C)C)O[Si](C)(C)C 3-(vinyloxycarbonylthio)-propyl-tris(trimethyl-silanoxy)silane